COC1=C(C=CC(=C1)CN(C=O)C1=C(C=CC=C1)C#CC=1C=CC=NC1)C1=CC=CC=C1 5-(2-{2-[N-({2-Methoxy-[1,1'-biphenyl]-4-yl}methyl)formamido]phenyl}-ethynyl)pyridin